C(C)(C)(C)OC(=O)NC=1C=C(C=C(C1)C1=C(C=CC=C1C)C)C(=O)OC methyl 5-((tert-butoxycarbonyl) amino)-2',6'-dimethyl-[1,1'-biphenyl]-3-carboxylate